2-fluoro-1-(4-(2-((6-(trifluoromethyl)pyridin-3-yl)amino)pyridin-3-yl)piperidin-1-yl)prop-2-en-1-one FC(C(=O)N1CCC(CC1)C=1C(=NC=CC1)NC=1C=NC(=CC1)C(F)(F)F)=C